FC1=CC=C(C=N1)C1=NC(=C2C(=N1)N(N=C2)[C@@H]2CN(CC2)C(C(C)(C)C)=O)NC(=O)C=2SC(=CC2)[N+](=O)[O-] (S)-N-(6-(6-fluoropyridin-3-yl)-1-(1-pivaloylpyrrolidin-3-yl)-1H-pyrazolo[3,4-d]pyrimidin-4-yl)-5-nitrothiophene-2-carboxamide